FC(CN1CC(C1)COC1=CC=2N(C=C1)C(=CN2)C2=CC(=NC=N2)N)(F)F 6-(7-{[1-(2,2,2-trifluoroethyl)azetidin-3-yl]methoxy}imidazo[1,2-a]pyridin-3-yl)pyrimidin-4-amine